ClC1=CC(=C(C=N1)NC(=O)C1(CN(C1)C=1N=CC(=NC1)C(=O)OC)C1=C(C=CC=C1)C(C)C)OC methyl 5-(3-((6-chloro-4-methoxypyridin-3-yl)carbamoyl)-3-(2-isopropylphenyl)azetidin-1-yl)pyrazine-2-carboxylate